6-(cyclopropanecarbonyl)-5,6,7,8-tetrahydro-1,6-naphthyridine-2-sulfonyl chloride C1(CC1)C(=O)N1CC=2C=CC(=NC2CC1)S(=O)(=O)Cl